4-[(3-fluoro-2-pyridyl)sulfanyl]-6-[2-[(3S)-3-piperidyl]triazol-4-yl]pyrazolo[1,5-a]pyridine-3-carbonitrile FC=1C(=NC=CC1)SC=1C=2N(C=C(C1)C1=NN(N=C1)[C@@H]1CNCCC1)N=CC2C#N